[In].[Ga].[Fe] iron-gallium indium